(Z)-6-((2,6-difluorobenzyl)sulfonyl)-2-(4-methoxybenzylidene)-2H-benzo[b][1,4]thiazin-3(4H)-one FC1=C(CS(=O)(=O)C2=CC3=C(S\C(\C(N3)=O)=C/C3=CC=C(C=C3)OC)C=C2)C(=CC=C1)F